O1C=2C(OC(C1)COCCCCS(=O)(=O)O)=CSC2 4-(2,3-dihydrothieno[3,4-b][1,4]dioxin-3-ylmethoxy)butane-1-sulfonic acid